1-(5-((5-chloro-4-(cyclohex-1-en-1-yl)pyrimidin-2-yl)amino)pyridin-3-yl)pyrrolidin-2-one ClC=1C(=NC(=NC1)NC=1C=C(C=NC1)N1C(CCC1)=O)C1=CCCCC1